C1(=CC=CC=C1)NNC1=C(C=CC=C1)I 1-phenyl-2-(2-iodophenyl)-hydrazine